C(CCCCCCC\C=C/CCCCCCCC)(=O)[O-].C(C)(C)(C)[NH3+] tert-butyl-ammonium oleate